ClC1=NC(=NC(=C1)N1N=C(C=C1)C1=CC(=CC=C1)C)CCC1OCCC1 4-chloro-6-[3-(3-methylphenyl)-1H-pyrazol-1-yl]-2-[2-(oxolan-2-yl)ethyl]pyrimidine